N1C=C(C2=CC=CC=C12)CC1C(NC(S1)=S)=O 5-((1H-indol-3-yl)methyl)-2-thioxothiazolidin-4-one